3-((3R,4S)-4-hydroxytetrahydrofuran-3-yl)-8-(pyridin-3-yl)-6-(6-(trifluoromethyl)pyridin-3-yl)pyrido[3,4-d]pyrimidin-4(3H)-one O[C@H]1[C@@H](COC1)N1C=NC2=C(C1=O)C=C(N=C2C=2C=NC=CC2)C=2C=NC(=CC2)C(F)(F)F